FC1=CC=C(C=C1)C=1C=C2C(=NC=NC2=C(C1)OC)NCC=1N(C=CN1)C 6-(4-fluorophenyl)-8-methoxy-N-[(1-methylimidazol-2-yl)methyl]quinazolin-4-amine